2-(7-(Tert-butyl)-4-oxopyrazolo[1,5-a]thiazolo[5,4-e]pyrimidin-5(4H)-yl)-N-(5-fluoropyridin-2-yl)acetamide C(C)(C)(C)C1=NN2C(N(C(C3=C2N=CS3)=O)CC(=O)NC3=NC=C(C=C3)F)=C1